methyl 4,4-dimethyl-2-(trifluoromethylsulfonyloxy)cyclohexene-1-carboxylate CC1(CC(=C(CC1)C(=O)OC)OS(=O)(=O)C(F)(F)F)C